C(C)(C)(C)OC(NC=1SC=C(N1)CC(=O)N1CCC(CC1)N1CCCCC1)=O {4-[2-(1,4'-bipiperidin-1'-yl)-2-oxoethyl]-1,3-thiazol-2-yl}carbamic acid tert-butyl ester